(2-fluoro-4-{5-[5-fluoro-6-(2-methoxy-ethoxy)-1H-indazol-3-yl]-isoxazol-3-yl}-phenyl)-(6-oxa-1-aza-spiro[3.3]hept-1-yl)-methanone FC1=C(C=CC(=C1)C1=NOC(=C1)C1=NNC2=CC(=C(C=C12)F)OCCOC)C(=O)N1CCC12COC2